Cl.C1(=CC=CC=C1)C(OCCN(C)C)C1=CC=CC=C1 2-diphenylmethoxy-N,N-dimethylethylamine hydrochloride